hexavinyl-cyclotrisiloxane C(=C)[Si]1(O[Si](O[Si](O1)(C=C)C=C)(C=C)C=C)C=C